FC(C(=O)O)(F)F.COC1=CC=C(N=N1)C1=NOC(=N1)C12CCC(CC1)(CC2)CN 1-{4-[3-(6-methoxypyridazin-3-yl)-1,2,4-oxadiazol-5-yl]bicyclo[2.2.2]octan-1-yl}methanamine, trifluoroacetate salt